FC=1C=CC(=NC1)C=1C(=C2N(N1)CCC2)C2=C1C(=NC=C2)NC=C1 4-(2-(5-fluoropyridin-2-yl)-5,6-dihydro-4H-pyrrolo[1,2-b]pyrazol-3-yl)-1H-pyrrolo[2,3-b]pyridine